6-((4-methoxyphenyl)sulfonyl)phthalazin-1(2H)-one COC1=CC=C(C=C1)S(=O)(=O)C=1C=C2C=NNC(C2=CC1)=O